O=C1NC(CCC1N1C(C2=CC=C(C=C2C1=O)NS(=O)(=O)C1=CC2=C(N=CS2)C=C1)=O)=O N-(2-(2,6-dioxo-piperidin-3-yl)-1,3-dioxoisoindolin-5-yl)-benzo[d]thiazole-6-sulfonamide